2-(4-(2-(5-(benzyloxy)indolin-1-yl)-2-oxoethyl)phenoxy)pyridine-3-carboxamide C(C1=CC=CC=C1)OC=1C=C2CCN(C2=CC1)C(CC1=CC=C(OC2=NC=CC=C2C(=O)N)C=C1)=O